2-benzylcyclopentyl ((S)-1-(((S)-1-hydroxy-3-((S)-2-oxopyrrolidin-3-yl) propan-2-yl) amino)-4-methyl-1-oxopentan-2-yl)carbamate OC[C@H](C[C@H]1C(NCC1)=O)NC([C@H](CC(C)C)NC(OC1C(CCC1)CC1=CC=CC=C1)=O)=O